tert-butyl 4-{3-fluoro-4-[5-(trifluoromethyl)-1,2,4-oxadiazol-3-yl]phenyl}-5-oxomorpholine-3-carboxylate FC=1C=C(C=CC1C1=NOC(=N1)C(F)(F)F)N1C(COCC1=O)C(=O)OC(C)(C)C